N1(N=CC=C1)C1=CC=C(CN2C3=C(OCC2=O)C(=CC(=C3)C(=O)NO)F)C=C1 4-(4-(1H-pyrazol-1-yl)benzyl)-8-fluoro-N-hydroxy-3-oxo-3,4-dihydro-2H-benzo[b][1,4]oxazine-6-carboxamide